COC=C(C(=O)N)NC1=CC=C2C(=CC(OC2=C1)=O)C1=CC=CC=C1 3-methoxy-2-((2-oxo-4-phenyl-2H-chromen-7-yl)amino)propenamide